N1C(=NC2=C1C=CC=C2)C2=C(C=C(C=C2)Cl)C=2C(=CC(=CC2)C(N[C@H](CN2CCOCC2)C2=CC=CC=C2)=O)C(=O)O 2'-(1H-1,3-benzodiazol-2-yl)-5'-chloro-4-{[(1S)-2-(morpholin-4-yl)-1-phenylethyl]carbamoyl}-[1,1'-biphenyl]-2-carboxylic acid